4-((2-(4-(dimethylamino)phenoxy)ethoxy)methyl)-N,N-bis(3-methoxybenzyl)thiazol-2-amine CN(C1=CC=C(OCCOCC=2N=C(SC2)N(CC2=CC(=CC=C2)OC)CC2=CC(=CC=C2)OC)C=C1)C